ClC1=CC=C2C3(C(N(C2=C1)C=1C=NN(C1)CCC)=O)CC1=CC=C(C=C1C3)C3=NNC(N3)=O 6'-chloro-5-(5-oxo-4,5-dihydro-1H-1,2,4-triazol-3-yl)-1'-(1-propyl-1H-pyrazol-4-yl)-1,3-dihydrospiro[indene-2,3'-indolin]-2'-one